N1(CCOCC1)C(C(=O)O)C morpholin-4-yl-propionic acid